(2-chloropyrimidin-5-yl)-1H-imidazo[4,5-b]pyridin-2-one ClC1=NC=C(C=N1)N1C(NC2=NC=CC=C21)=O